C(C)N1C=NC2=C1N=NC=C2C=2C=CC(=C(C2)C=2C=CC1=C(CN(S1(=O)=O)C)C2OC)F 5-(5-(7-Ethyl-7H-imidazo[4,5-c]pyridazin-4-yl)-2-fluorophenyl)-4-methoxy-2-methyl-2,3-dihydrobenzo[d]isothiazole 1,1-dioxide